(3-chloro-2,4-difluorophenyl)(trans-6-(trifluoromethyl)tetrahydro-2H-pyran-3-yl)methanamine hydrochloride Cl.ClC=1C(=C(C=CC1F)C(N)[C@@H]1CO[C@H](CC1)C(F)(F)F)F